NC1=NC=CC=C1C1=NC=2C(=NC(=CC2)C2=CC=CC=C2)N1C1=CC=C(CN2CCC(CCC2)NC2=NC(=NC=N2)C#N)C=C1 4-((1-(4-(2-(2-Aminopyridin-3-yl)-5-phenyl-3H-imidazo[4,5-b]pyridin-3-yl)benzyl)azepan-4-yl)amino)-1,3,5-triazine-2-carbonitrile